CC1=CC=C(C=C1)S(=O)(=O)N/N=C(\C)/C1=CC=2NC3=CC(=CC=C3OC2C=C1)C(F)(F)F (E)-4-methyl-N'-(1-(8-(trifluoromethyl)-10H-phenoxazin-2-yl)ethylidene)benzenesulfonohydrazide